FC1=CC=C(C=C1)[C@@H](C)NC1=NC=C(C=C1)B1OC(C(O1)(C)C)(C)C (R)-N-(1-(4-fluorophenyl)ethyl)-5-(4,4,5,5-tetramethyl-1,3,2-dioxaborolan-2-yl)pyridin-2-amine